BrC=1C=C2C=CC(=NC2=CC1)N1CCC(CC1)C(=O)OCC Ethyl 1-(6-bromoquinolin-2-yl)piperidine-4-carboxylate